C(CCCCCCCC(=O)[O-])(=O)OCCCCCCCC(C)C monoisodecyl azelate